4-(tert-Butyl)-N-(5-nitrothiazol-2-yl)benzamide C(C)(C)(C)C1=CC=C(C(=O)NC=2SC(=CN2)[N+](=O)[O-])C=C1